CC1=C(C=C(S1)C(=O)N[C@@H](C(=O)O)CC=1C=NC(=CC1)C1=CC(=CC=C1)OC(F)(F)F)CCC (2R)-2-[(5-Methyl-4-propylthiophen-2-yl)formamido]-3-{6-[3-(trifluoromethoxy)phenyl]pyridin-3-yl}propanoic acid